5-(trifluoro-methyl)-pyridin-3-amine FC(C=1C=C(C=NC1)N)(F)F